3-(benzylsulfanyl-thiocarbonyl)thio-propionic acid C(C1=CC=CC=C1)SC(=S)SCCC(=O)O